4-(Methoxy-d3)-1-methyl-5-(2,2,2-trifluoro-1-methoxyethyl)-1H-indazol-3-amine C(OC1=C2C(=NN(C2=CC=C1C(C(F)(F)F)OC)C)N)([2H])([2H])[2H]